CN1C=NC2=C(C1=O)C(=NC=C2C2=CC=C(C=C2)C(F)(F)F)N[C@H]2[C@@H](CC2)C(=O)O |r| racemic-trans-2-((3-methyl-4-oxo-8-(4-(trifluoromethyl)phenyl)-3,4-dihydropyrido[4,3-d]pyrimidin-5-yl)amino)cyclobutane-1-carboxylic acid